(R)-8-bromo-6-(methoxymethoxy)-1-methyl-1,2,3,4-tetrahydronaphthalene BrC=1C=C(C=C2CCC[C@H](C12)C)OCOC